C(CC)N1CC2N(C=3C=CC=C4C3C(C2)=CS4)CC1 8-Propyl-6,6a,7,8,9,10-Hexahydropyrazino[1,2-a]Thieno[4,3,2-De]Quinoline